C(C)(C)(C)OC(=O)N1C[C@H](CCC1)NC1=NC=C(C(=N1)C1=CNC2=CC(=CC=C12)C(=O)OC)C(F)(F)F Methyl 3-[2-[[(3S)-1-tert-butoxycarbonyl-3-piperidyl] amino]-5-(trifluoromethyl)pyrimidin-4-yl]-1H-indole-6-carboxylate